CC=1N(N=C2C(=NN=C(C21)C)N2CC(CCC2)C(=O)NCCN(C)C)C2=CC=CC=C2 1-(3,4-dimethyl-2-phenyl-2H-pyrazolo[3,4-d]pyridazin-7-yl)-N-(2-(dimethylamino)ethyl)piperidine-3-carboxamide